C(C)(C)(C)OC(=O)NC1CC(CCC1)C(=O)O 3-[(tert-butoxycarbonyl)amino]cyclohexanecarboxylic acid